1,1,1,3,3,3-hexaiodo-2-sec-butyl-disilazane I[Si](N([Si](I)(I)I)C(C)CC)(I)I